N[C@H](C(=O)NNC(\C=C/N1N=C(N=C1)C1=CC(=CC(=C1)C(F)(F)F)C(F)(F)F)=O)C(C)C (S,Z)-2-amino-N'-(3-(3-(3,5-bis(trifluoromethyl)phenyl)-1H-1,2,4-triazol-1-yl)acryloyl)-3-methylbutanehydrazide